1-methyl-2-(3-Ethoxy-1,1-difluoropropyl)benzimidazole methyl-5-(4-bromophenyl)-1-methyl-1H-pyrazole-3-carboxylate COC(=O)C1=NN(C(=C1)C1=CC=C(C=C1)Br)C.CN1C(=NC2=C1C=CC=C2)C(CCOCC)(F)F